1-[2-(18F)fluoroethyl]piperidin-4-yl hydroxy(diphenyl)acetate OC(C(=O)OC1CCN(CC1)CC[18F])(C1=CC=CC=C1)C1=CC=CC=C1